OC=1C=C2CCN(C(C2=CC1O)C(C)C)C(NCC=C)=S 6,7-dihydroxy-N-(prop-2-en-1-yl)-1-(propan-2-yl)-1,2,3,4-tetrahydroisoquinoline-2-carbothioamide